C(C)(C)(C)OC(=O)N1CC(C1)(C)C(C1=CC=C(C=C1)S(F)(F)(F)(F)F)O 3-(hydroxy(4-(pentafluoro-λ6-sulfanyl)phenyl)methyl)-3-methylazetidine-1-carboxylic acid tert-butyl ester